PYRIMIDINYLOXY-BENZOL N1=C(N=CC=C1)OC1=CC=CC=C1